C(CC)N1CCN(CC1)C(C(F)(F)F)=O propyl-4-(2,2,2-trifluoroacetyl)piperazine